(4-((6-amino-5-cyanopyrimidin-4-yl)oxy)-2-fluorophenyl)-3-(1-(benzo[d][1,3]dioxan-5-yl)-3-(tert-butyl)-1H-pyrazol-5-yl)urea NC1=C(C(=NC=N1)OC1=CC(=C(C=C1)NC(=O)NC1=CC(=NN1C1=CC=CC=2OCOCC21)C(C)(C)C)F)C#N